methyl-N-(4-(1H-indol-3-yl)-7-(1-(trifluoromethyl)cyclopropane-1-carbonyl)-5,6,7,8-tetrahydropyrido[3,4-d]pyrimidin-2-yl)-N-methylglycine methyl ester COC(C(N(C)C=1N=C(C2=C(N1)CN(CC2)C(=O)C2(CC2)C(F)(F)F)C2=CNC1=CC=CC=C21)C)=O